BrC1=C(N)C(=CC(=C1)N1C=NC=C1)I 2-bromo-4-(1H-imidazol-1-yl)-6-iodoaniline